2-[1-[2-(2-Cyclopropylpyrimidin-5-yl)-6-methyl-4-oxo-chromen-8-yl]ethylamino]benzoic acid C1(CC1)C1=NC=C(C=N1)C=1OC2=C(C=C(C=C2C(C1)=O)C)C(C)NC1=C(C(=O)O)C=CC=C1